di(n-butyl) glutarate C(CCCC(=O)OCCCC)(=O)OCCCC